C1(CC1)C=1NC(=NN1)C1CC2(CN(C2)C(=O)N2CC(C2)C2=NC=C(N=C2)C2CC3(C2)CCC3)C1 [6-(5-Cyclopropyl-4H-1,2,4-triazol-3-yl)-2-azaspiro[3.3]heptan-2-yl]-[3-(5-spiro[3.3]heptan-2-ylpyrazin-2-yl)azetidin-1-yl]methanone